1-[6-[5-fluoro-6-[[(3S,4R)-4-fluoropyrrolidin-3-yl]amino]benzimidazol-1-yl]-3-(1-hydroxyethyl)-2-pyridyl]-5-methyl-pyrazole-3-carbonitrile FC1=CC2=C(N(C=N2)C2=CC=C(C(=N2)N2N=C(C=C2C)C#N)C(C)O)C=C1N[C@H]1CNC[C@H]1F